ClC1=C(C(=C(N=N1)OC1=CC(=CC=C1)C(F)(F)F)C(=O)NCC(F)(F)C1=C(C=C(C=C1)C)C)C 6-chloro-N-[2-(2,4-dimethylphenyl)-2,2-difluoroethyl]-5-methyl-3-[3-(trifluoromethyl)phenoxy]pyridazine-4-carboxamide